ClC=1C(=C(C=C(C1)F)C1=CC=C(C=C1)N1C(N(CC1)CC#C)=O)OC chloro-5-fluoro-2-methoxy-4'-(2-oxo-3-(prop-2-yn-1-yl)imidazolidin-1-yl)-[1,1'-biphenyl]